CC(C)N(P(OC(C)(C)C)OC(C)(C)C)C(C)C di-tert-butyl N,N-dipropan-2-ylphosphoramidite